FC1=C(N=CC2=C1N=C(N=C2N2CCC(CC2)C(=O)OC)OCC21CCCN1CCC2)C2=CC=CC1=CC=CC(=C21)F methyl 1-(8-fluoro-7-(8-fluoronaphthalen-1-yl)-2-((tetrahydro-1H-pyrrolizin-7a(5H)-yl)methoxy)pyrido[4,3-d]pyrimidin-4-yl)piperidine-4-carboxylate